CC1(C2CCC(C1(CCC=C(C)C)C)C2)O 2,3-dimethyl-3-(4-methyl-3-penten-1-yl)bicyclo[2.2.1]heptan-2-ol